rac-(R)-4-(5-(2-((2-((R)-3-carboxybutanoyl)-5-methoxybenzo[b]thiophen-6-yl)oxy)ethoxy)-6-methoxybenzo[b]thiophen-2-yl)-2-methyl-4-oxobutanoic acid C(=O)(O)[C@@H](CC(=O)C1=CC2=C(S1)C=C(C(=C2)OC)OCCOC2=CC1=C(SC(=C1)C(C[C@H](C(=O)O)C)=O)C=C2OC)C |&1:31|